ClC=1C=CC(=NC1)C=NS(=O)C(C)(C)C N-((5-chloropyridin-2-yl)methylene)-2-methylpropan-2-sulfinamide